6-(6-(methyl(2,2,6,6-tetramethylpiperidin-4-yl)amino)pyridazin-3-yl)-3-(1-methyl-1H-imidazol-4-yl)quinolin-7-ol hydrochloride salt Cl.CN(C1=CC=C(N=N1)C=1C=C2C=C(C=NC2=CC1O)C=1N=CN(C1)C)C1CC(NC(C1)(C)C)(C)C